(S)-N-(4-(2,4-difluoro-3-(trifluoromethyl)phenyl)thiazol-2-yl)-2-(1,3-dimethyl-2,6-dioxo-1,2,3,6-tetrahydro-7H-purin-7-yl)propanamide FC1=C(C=CC(=C1C(F)(F)F)F)C=1N=C(SC1)NC([C@H](C)N1C=NC=2N(C(N(C(C12)=O)C)=O)C)=O